N1N=CC=C1CN1N=CC2=C(C1=O)N(C1=C2C=NN(C1=O)CC1=NC(=CC=C1)C)C 3-((1H-pyrazol-5-yl)methyl)-5-methyl-7-((6-methylpyridin-2-yl)methyl)-5,7-dihydro-3H-pyrrolo[2,3-d:4,5-d']dipyridazine-4,6-dione